C(C1=CC=CC=C1)N1C2=CC(=CC=C2C=2C(CCCC12)C(N)=O)CC 9-benzyl-4-carbamoyl-7-ethyl-1,2,3,4-tetrahydrocarbazol